5-((3-bromo-1-methyl-1H-pyrazol-4-yl)methyl)-3-ethylisoxazole BrC1=NN(C=C1CC1=CC(=NO1)CC)C